tert-butyl 3-oxo-4-(trifluoromethyl)pyrrolidine-1-carboxylate O=C1CN(CC1C(F)(F)F)C(=O)OC(C)(C)C